(R)-2-methyl-3-(1-((4-methyl-7-morpholinopyrido[3,4-d]pyridazin-1-yl)amino)ethyl)benzonitrile CC1=C(C#N)C=CC=C1[C@@H](C)NC1=C2C(=C(N=N1)C)C=NC(=C2)N2CCOCC2